[S-]C#N.C(CCC)N1CC=CC=C1 1-butylpyridine thiocyanate